2-[(3-chloro-4-fluorophenyl)-[[rac-(1R,2S)-2-(trifluoromethyl)cyclopropyl]methoxy]methyl]-5-methyl-4-methylsulfonyl-1H-imidazole ClC=1C=C(C=CC1F)C(C=1NC(=C(N1)S(=O)(=O)C)C)OC[C@H]1[C@H](C1)C(F)(F)F |r|